3-((3,5-difluoro-4-(4-fluoro-4-(piperazin-1-ylmethyl)piperidin-1-yl)phenyl)amino)piperidine-2,6-dione FC=1C=C(C=C(C1N1CCC(CC1)(CN1CCNCC1)F)F)NC1C(NC(CC1)=O)=O